1,2,3,4-tetracyano-2H-borinine C(#N)B1C(C(=C(C=C1)C#N)C#N)C#N